N-(2-(benzo[d]thiazol-2-yl)phenyl)benzamide tert-Butyl-7-(4-(methoxycarbonyl)phenyl)-4,5-dimethyl-1,4-diazepane-1-carboxylate C(C)(C)(C)OC(=O)N1CCN(C(CC1C1=CC=C(C=C1)C(=O)OC)C)C.S1C(=NC2=C1C=CC=C2)C2=C(C=CC=C2)NC(C2=CC=CC=C2)=O